4-chloro-2-[(2E,4E)-5-[(1R,2R,6R)-3-(ethylamino)-1,2,6-trimethylcyclohexyl]-3-methylpent-2,4-dien-1-yl]-3-methoxy-6-[(1E)-(methoxyimino)methyl]-5-methylphenol ClC1=C(C(=C(C(=C1C)/C=N/OC)O)C\C=C(\C=C\[C@@]1([C@H](C(CC[C@H]1C)NCC)C)C)/C)OC